C(CCCCC)[N+](CCCCCCCCCCCCCC)(CCCCCC)CCCCCC tri-n-hexyl-n-tetradecyl-ammonium